aminophenol sodium sulfate S(=O)(=O)([O-])[O-].[Na+].NC1=C(C=CC=C1)O.[Na+]